2-chloro-2,2-difluoroacetamide ClC(C(=O)N)(F)F